hexane-2,4-dionate C(C(CC(CC)=O)=O)(=O)[O-]